(R,E)-tert-butyl((2-(4,8-dimethylnona-3,7-dien-1-yl)-2,5,7,8-tetramethylchroman-6-yl)oxy)dimethylsilane C(C)(C)(C)[Si](C)(C)OC=1C(=C2CC[C@@](OC2=C(C1C)C)(C)CC\C=C(\CCC=C(C)C)/C)C